gamma-glutamyl-3-carboxy-4-nitroaniline N[C@@H](CCC(=O)NC1=CC(=C(C=C1)[N+](=O)[O-])C(=O)O)C(=O)O